NNCC(=O)O azamethylglycine